BrC=1C2=CN(N=C2C=C(C1)Cl)C 4-bromo-6-chloro-2-methyl-2H-indazole